5,5'-dibromo-2,2'-biphenol BrC1=CC=C(C(=C1)O)C=1C(=CC(=CC1)Br)O